(3AS,7AS)-hexahydro-3A-hydroxy-7A-methyl-1,5-indendione O[C@@]12CCC([C@]2(CCC(C1)=O)C)=O